N1=CN=CC2=C1NC=C2C(=O)O 7H-pyrrolo[2,3-D]pyrimidine-5-carboxylic acid